O=C(CCCN(CCCC(=O)O)C(=O)SCCCN1CCCC1)OC(CCCCCCC)CCCCCCC 4-((4-oxo-4-(pentadecan-8-yloxy)butyl)(((3-(pyrrolidin-1-yl)propyl)thio)carbonyl)amino)butanoic acid